1-(6-(6-chloro-7-(3-cyclopropyl-5-methyl-1H-indazol-4-yl)-8-fluoro-2-(((S)-1-methylpyrrolidin-2-yl)methoxy)quinazolin-4-yl)-2,6-diazaspiro[3.3]heptan-2-yl)prop-2-en-1-one ClC=1C=C2C(=NC(=NC2=C(C1C1=C2C(=NNC2=CC=C1C)C1CC1)F)OC[C@H]1N(CCC1)C)N1CC2(CN(C2)C(C=C)=O)C1